NC=1C=C(C=CC1OC)C1=C(N=C2N1CCN2C(C)=O)C2=NC(=CC=C2)C 1-(5-(3-amino-4-methoxyphenyl)-6-(6-methylpyridin-2-yl)-2,3-dihydro-1H-imidazo[1,2-a]imidazol-1-yl)ethan-1-one